aluminum monomyristate C(CCCCCCCCCCCCC)(=O)[O-].[Al+]